COC([C@H](CC(S(=O)(=O)C1=CC=CC=C1)(S(=O)(=O)C1=CC=CC=C1)F)NC(=O)OC(C)(C)C)=O (S)-2-((tert-Butoxycarbonyl)amino)-4-fluoro-4,4-bis(phenylsulfonyl)butanoic acid methyl ester